2-[4-[4-[1-(5-chloropyrimidin-2-yl)-4-methyl-4-piperidyl]butoxy]-2-fluoro-phenyl]-1-[3-[[[(2S,3R,4R,5R)-2,3,4,5,6-pentahydroxyhexyl]amino]methyl]-azetidin-1-yl]ethanone ClC=1C=NC(=NC1)N1CCC(CC1)(C)CCCCOC1=CC(=C(C=C1)CC(=O)N1CC(C1)CNC[C@@H]([C@H]([C@@H]([C@@H](CO)O)O)O)O)F